(R,Z)-N-(3'-chloro-5'-(1-(3-chloroacryloyl)-4-(methylsulfonyl)piperazin-2-yl)-[1,1'-biphenyl]-3-yl)acetamide ClC=1C=C(C=C(C1)[C@H]1N(CCN(C1)S(=O)(=O)C)C(\C=C/Cl)=O)C1=CC(=CC=C1)NC(C)=O